((1S,4R,6R)-6-((5-bromopyridin-2-yl)oxy)-2-azabicyclo[2.2.1]heptan-2-yl)(6-methyl-3-(2H-1,2,3-triazol-2-yl)pyridin-2-yl)methanone BrC=1C=CC(=NC1)O[C@@H]1C[C@@H]2CN([C@H]1C2)C(=O)C2=NC(=CC=C2N2N=CC=N2)C